CN1C=C(C2=CC=CC=C12)CC(C(=O)O)NC 3-(1-methyl-1H-indol-3-yl)-2-(methylamino)propanoic acid